BrC=1C=NN(C1)[C@H](CC(=O)OC)C1CCCC1 (R)-methyl 3-(4-bromo-1H-pyrazol-1-yl)-3-cyclopentylpropionate